tert-butyl (2R,4S)-2-(8-bromo-6-cyano-3-(3-fluoro-4-methoxyphenyl)-4-oxo-3,4-dihydroquinazolin-2-yl)-4-hydroxypyrrolidine-1-carboxylate BrC=1C=C(C=C2C(N(C(=NC12)[C@@H]1N(C[C@H](C1)O)C(=O)OC(C)(C)C)C1=CC(=C(C=C1)OC)F)=O)C#N